amino-3-chloro-6-(2,4-dichloro-3-methoxyphenyl)-2-[1,2,4]oxadiazol-5-ylpyridine NC1=C(C(=NC(=C1)C1=C(C(=C(C=C1)Cl)OC)Cl)C1=NC=NO1)Cl